N1=C(C(=CC=C1)C=1C=CC=2N(C1)C(=CN2)C#N)C2=NC=CC=C2 6-([2,2'-bipyridin]-3-yl)imidazo[1,2-a]pyridine-3-carbonitrile